(2-(1-(6,7-dimethoxyquinazolin-4-yl)piperidin-4-yl)ethyl)thiophosphine COC=1C=C2C(=NC=NC2=CC1OC)N1CCC(CC1)CCSP